C(CN([C@@H](CCC(=O)O)C(=O)O)CC(=O)O)(=O)O Glutamic acid, N,N-diacetic acid